6-sec-butyl-3-methyl-p-chlorophenol C(C)(CC)C1=CC(=C(C=C1O)C)Cl